ruthenium (II) tri-bipyridine N1=C(C=CC=C1)C1=NC=CC=C1.N1=C(C=CC=C1)C1=NC=CC=C1.N1=C(C=CC=C1)C1=NC=CC=C1.[Ru+2]